4-BROMO-5-FORMYL-3,6-DIHYDRO-2H-PYRIDINE-1-CARBOXYLIC ACID BENZYL ESTER C(C1=CC=CC=C1)OC(=O)N1CCC(=C(C1)C=O)Br